CO\C=C(\C(=O)OC)/OC=1C=C(C=CC1C)C1=CC=CC=C1 methyl (2Z)-3-methoxy-2-[(4-methyl[1,1'-biphenyl]-3-yl)oxy]prop-2-enoate